N-(2-(3''-chloro-4''-((3,5-difluoropyridin-2-yl)methoxy-d2)-5',6''-dimethyl-2,2''-dicarbonyl-2h,2''h-[1,2':4',1''-terpyridin]-3-yl)propan-2-yl)acetamide ClC=1C(N(C(=CC1OC([2H])([2H])C1=NC=C(C=C1F)F)C)C1=CC(=NC=C1C)N1C(C(=CC=C1)C(C)(C)NC(C)=O)=C=O)=C=O